C=1(C(=CC(=C2C=C(C=CC12)C(=O)O)C(=O)O)C(=O)O)C(=O)O 1,2,4,6-naphthalenetetracarboxylic acid